tert-butyl N-[1-(7-carbamoyl-2-methyl-indazol-4-yl)-4-methyl-4-piperidyl]-N-methyl-carbamate C(N)(=O)C1=CC=C(C2=CN(N=C12)C)N1CCC(CC1)(C)N(C(OC(C)(C)C)=O)C